ClC1=C(C=2N=C(N=C(C2C(=N1)OC)N1C[C@@](CCC1)(O)C)SC)F (R)-1-(7-chloro-8-fluoro-5-methoxy-2-(methylsulfanyl)pyrido[4,3-d]pyrimidin-4-yl)-3-methylpiperidin-3-ol